NC1=C2N=CN(C2=NC=N1)[C@@H]1O[C@@H]2COP(O[C@H]3[C@H]([C@@H](O[C@@H]3COP(O[C@H]2[C@H]1O)(=O)O)N1C2=NC=NC(=C2N=C1)N)O)(=O)O (1S,6R,8R,9R,10S,15R,17R,18R)-8,17-bis(6-amino-9H-purin-9-yl)-3,9,12,18-tetrahydroxy-2,4,7,11,13,16-hexaoxa-3lambda5,12lambda5-diphosphatricyclo[13.3.0.06,10]octadecane-3,12-dione